CC=1C(N(C=CC1)C1=NC=CC=C1)=O methyl-2-oxo-2H-[1,2'-bipyridine]